CC(C(=O)OC)C(=O)OC dimethyl 2-methylmalonate